N-(2-chloropyrimidin-5-yl)-6-((3-isopropyloxetan-3-yl)methoxy)isoquinolin-1-amine ClC1=NC=C(C=N1)NC1=NC=CC2=CC(=CC=C12)OCC1(COC1)C(C)C